benzyl (R)-2-(benzylamino)-4-morpholino-4-oxobutanoate C(C1=CC=CC=C1)N[C@@H](C(=O)OCC1=CC=CC=C1)CC(=O)N1CCOCC1